FC(C=1C(NC=C(C1)CC1=CC(=CC=C1)C(=O)N1CCN(CC1)C1=NC=C(C=N1)C(F)(F)F)=O)(F)F 3-(trifluoromethyl)-5-(3-(4-(5-(Trifluoromethyl)pyrimidin-2-yl)piperazin-1-carbonyl)benzyl)pyridin-2(1H)-one